BrC1=C(C(=CC=C1F)Br)O 2,6-dibromo-3-fluorophenol